2-(4-(((R)-5,5-dimethyltetrahydrofuran-3-yl)amino)pyrido[3,4-d]pyridazin-1-yl)-3-fluoro-5-methylphenol CC1(C[C@H](CO1)NC=1N=NC(=C2C1C=NC=C2)C2=C(C=C(C=C2F)C)O)C